OC(C(=O)OC)CCCCCC\C=C/CCCCCCCC methyl (12R)-hydroxyoleate